Tert-butyl (R)-3-((S)-3-(4-allylphenyl)-1-(tert-butoxy)-1-oxopropan-2-yl)pyrrolidine-1-carboxylate C(C=C)C1=CC=C(C=C1)C[C@H](C(=O)OC(C)(C)C)[C@@H]1CN(CC1)C(=O)OC(C)(C)C